4-ethyl-2-(methylthio)-4H-pyrrolo[2,3-d]Thiazole-5-carboxylic acid ethyl ester C(C)OC(=O)C1=CC2=C(N=C(S2)SC)N1CC